C(C)(C)(C)OC(=O)NCC1=NOC(=N1)[C@H]1N(CCC1)C(=O)OCC1C2=CC=CC=C2C=2C=CC=CC12 3-[(tert-butoxycarbonylamino)methyl]-5-{(2S)-1-[(9h-Fluorene-9-yl)methoxycarbonyl]pyrrolidin-2-yl}-1,2,4-oxadiazole